C1(=CC=CC=C1)C=1N=C(C2=CC=CC=C2C1)C1=CC=CC=C1 diphenyl-Isoquinoline